2-((2-hydroxyphenyl)amino)-N-methyl-N-phenyl-6-((2,4,4-trimethyl-pentan-2-yl)amino)pyrimidine-4-carboxamide OC1=C(C=CC=C1)NC1=NC(=CC(=N1)C(=O)N(C1=CC=CC=C1)C)NC(C)(CC(C)(C)C)C